NC1=CC=C(C(=C1C(=O)N(C)C)F)C=1C(=C2C(=NC1)NCC21CCC(CC1)O)OC 6-Amino-2-fluoro-3-(4-hydroxy-4'-methoxy-1',2'-dihydrospiro[cyclohexane-1,3'-pyrrolo[2,3-b]pyridin]-5'-yl)-N,N-dimethylbenzamide